trans-methyl 2-((3-amino-5-methoxyphenoxy)-methyl)-2-fluorocyclopropanecarboxylate NC=1C=C(OC[C@@]2([C@@H](C2)C(=O)OC)F)C=C(C1)OC